N-(1-hydroxy-3-(pyrrolidin-1-yl)propan-2-yl)-4-phenethylpiperidine-2-carboxamide OCC(CN1CCCC1)NC(=O)C1NCCC(C1)CCC1=CC=CC=C1